C[Si](C)(C)N=C=N[Si](C)(C)C bis(trimethylsilyl)-carbodiimide